CC1C(N(C2CC1C2)C(=O)C2=NC(=CC=C2N2N=CC=N2)C)CNC2=NC(=CN=C2)C(F)(F)F N-({4-methyl-2-[6-methyl-3-(2H-1,2,3-triazol-2-yl)pyridine-2-carbonyl]-2-azabicyclo[3.1.1]hept-3-yl}methyl)-6-(trifluoromethyl)pyrazin-2-amine